3-{2-[(6,6-dimethylpiperidin-3-yl)amino]-5-(trifluoromethyl)pyrimidin-4-yl}-7-methyl-1H,4H,5H,6H,7H,8H-pyrrolo[2,3-c]azepin-8-one CC1(CCC(CN1)NC1=NC=C(C(=N1)C1=CNC=2C(N(CCCC21)C)=O)C(F)(F)F)C